CC1(OB(OC1(C)C)C1=CC2=C(C=NS2)C=C1)C 6-(4,4,5,5-tetramethyl-1,3,2-dioxaborolan-2-yl)-1,2-benzothiazole